diethyl (3-{6-[(2,6-dichlorophenyl)methoxy]-2H-spiro[1-benzofuran-3,4'-piperidine]-1'-yl}propyl)phosphonate ClC1=C(C(=CC=C1)Cl)COC1=CC2=C(C=C1)C1(CCN(CC1)CCCP(OCC)(OCC)=O)CO2